[2-(5-cyclopropyl-3-ethylsulfonyl-2-pyridyl)-1,3-benzoxazol-5-yl]-ethylimino-oxo-(trifluoromethyl)-λ6-sulfane C1(CC1)C=1C=C(C(=NC1)C=1OC2=C(N1)C=C(C=C2)S(C(F)(F)F)(=O)=NCC)S(=O)(=O)CC